COC[C@H](CNC(OC(C)(C)C)=O)NC=1C=C(C2=C(N=C(N=C2)NC2=CC=C(C=C2)N2CCN(CC2)C)N1)C#C[Si](C(C)C)(C(C)C)C(C)C tert-butyl N-[(2S)-3-methoxy-2-[(2-{[4-(4-methylpiperazin-1-yl)phenyl]amino}-5-[2-(triisopropylsilyl)ethynyl]pyrido[2,3-d]pyrimidin-7-yl)amino]propyl]carbamate